4,4-dimethyl-1-[4-(4-pyrimidin-2-ylpiperazin-1-yl)butyl]piperidine-2,6-dione CC1(CC(N(C(C1)=O)CCCCN1CCN(CC1)C1=NC=CC=N1)=O)C